(S)-N-{(S)-2-[6-bromo-3-fluoro-4-(trimethylsilyl)pyridine-2-yl]-1-[2-(7-fluorobenzo[d]isoxazol-3-yl)phenyl]ethyl}-2-methylpropane-2-sulfinamide BrC1=CC(=C(C(=N1)C[C@@H](C1=C(C=CC=C1)C1=NOC2=C1C=CC=C2F)N[S@@](=O)C(C)(C)C)F)[Si](C)(C)C